C(C1=CC=CC=C1)OC=1C=C2C(=CNC2=CC1Cl)CNC(C(=C)CN(C)C)=O N-((5-(benzyloxy)-6-chloro-1H-indol-3-yl)methyl)-2-((dimethylamino)methyl)acrylamide